tert-butyl 3-(3-oxo-7-(trifluoromethyl)isoindolin-5-yl)pyrrolidine-1-carboxylate O=C1NCC2=C(C=C(C=C12)C1CN(CC1)C(=O)OC(C)(C)C)C(F)(F)F